(2S)-[(4-cyclohexylpiperazinyl)carbonylethyl]-2-[3(S)-(4(S)-phenylOxazolidin-2-one-3-yl)-4(R)-(2-phenyleth-1-yl)azetidin-2-one-1-yl]Acetic acid N-(3-trifluoromethylbenzyl) amide FC(C=1C=C(CNC([C@@H](N2C([C@H]([C@H]2CCC2=CC=CC=C2)N2C(OC[C@@H]2C2=CC=CC=C2)=O)=O)CCC(=O)N2CCN(CC2)C2CCCCC2)=O)C=CC1)(F)F